C(C)(C)(C)OC(=O)N1CC2=CC(=CC=C2CC1)NC1=NC=CC(=N1)OC1=C(C=C(C=C1)\C=C\C#N)C (E)-7-((4-(4-(2-cyanovinyl)-2-methylphenoxy)pyrimidin-2-yl)amino)-3,4-dihydroisoquinoline-2(1H)-carboxylic acid tert-butyl ester